BrCCCOCC1=CC=CC=C1 3-bromopropyloxymethylbenzene